4-Ethyl-6-((4-(1-isopropyl-1H-benzo[d]imidazol-6-yl)pyrimidin-2-yl)amino)-8-(morpholinomethyl)-2H-benzo[b][1,4]oxazin-3(4H)-one C(C)N1C2=C(OCC1=O)C(=CC(=C2)NC2=NC=CC(=N2)C=2C=CC1=C(N(C=N1)C(C)C)C2)CN2CCOCC2